C(C([2H])([2H])[2H])(N1N=CC(=C1)[N+](=O)[O-])([2H])[2H] 1-(ethyl-d5)-4-nitro-1H-pyrazole